C1(=CC=CC=2C3=CC=CC=C3NC12)C1=C(C=CC=C1)C1=C(C=2NC3=CC=CC=C3C2C=C1)C1=C(C=CC=C1)C=1C(=CC=CC1)C1=CC=CC=C1 [(carbazolyl)phenyl](terphenylyl)carbazole